C(CC)N1N=C(C=C1)C=O 1-PROPYL-1H-PYRAZOLE-3-CARBALDEHYDE